NC1=NC=C(C2=C1C(=NN2C)C2=CC(=C(C=C2)NS(=O)(=O)C(F)F)OCC2=CC(=C(C=C2)Cl)F)C=2C=NN(C2)C2CCOCC2 N-(4-(4-amino-1-methyl-7-(1-(tetrahydro-2H-pyran-4-yl)-1H-pyrazol-4-yl)-1H-pyrazolo[4,3-c]pyridin-3-yl)-2-((4-chloro-3-fluorobenzyl)oxy)phenyl)-1,1-difluoromethane-sulfonamide